adipic acid di-t-butyl ester C(C)(C)(C)OC(CCCCC(=O)OC(C)(C)C)=O